ClC=1C=2N(C=CC1)N=C(C2)[C@@H]2N(CCC1=C2N=CN1)C1=NC=C(C=N1)C(F)(F)F (R)-4-(4-chloropyrazolo[1,5-a]pyridin-2-yl)-5-(5-(trifluoromethyl)pyrimidin-2-yl)-4,5,6,7-tetrahydro-1H-imidazo[4,5-c]pyridine